C1(CC1)OC1=CC(N(C=C1C=1C=NN(C1)C(C)C1=CC=CC=C1)C)=O 4-cyclopropoxy-1-methyl-5-(1-(1-phenylethyl)-1H-pyrazol-4-yl)pyridin-2(1H)-one